(±)-1-(thiazol-5-ylcarbamoyl)-6-azaspiro[2.5]octane-6-carboxylate S1C=NC=C1NC(=O)[C@@H]1CC12CCN(CC2)C(=O)[O-] |r|